C(#N)C1=C(C=C(C=C1)NC(C(CN1N=CC(=C1)F)C)=O)C(F)(F)F N-(4-cyano-3-(trifluoromethyl)phenyl)-3-(4-fluoro-1H-pyrazol-1-yl)-2-methylpropanamide